1-((5-(Difluoromethyl)-1H-pyrazol-3-yl)methyl)-3-(3-(difluoromethyl)phenyl)-1-(2-methoxypyrimidin-5-yl)urea FC(C1=CC(=NN1)CN(C(=O)NC1=CC(=CC=C1)C(F)F)C=1C=NC(=NC1)OC)F